tert-butyl ((2-(3-(difluoromethoxy)phenyl)-1,6-naphthyridin-7-yl)methyl)carbamate FC(OC=1C=C(C=CC1)C1=NC2=CC(=NC=C2C=C1)CNC(OC(C)(C)C)=O)F